ClC=1C=C(C=CC1F)N1N=C2N(C1=O)[C@@H](CC2)C2=CC=CC=C2 (5S)-2-(3-chloro-4-fluorophenyl)-5-phenyl-2,5,6,7-tetrahydro-3H-pyrrolo[2,1-c][1,2,4]triazol-3-one